1-(3-aminophenyl)-1-phenylethanol NC=1C=C(C=CC1)C(C)(O)C1=CC=CC=C1